N(=[N+]=[N-])CC1=C(C(=O)O)C=CC=N1 (azidomethyl)nicotinic acid